COC1=C(C(=CC(=C1)C)C)C=1C=CC2=C(N=C(N(C2=O)C)C2=CCCN(C2)C(=O)OC(C)(C)C)N1 tert-butyl 5-[7-(2-methoxy-4,6-dimethyl-phenyl)-3-methyl-4-oxo-pyrido[2,3-d]pyrimidin-2-yl]-3,6-dihydro-2H-pyridine-1-carboxylate